S(OC1=CC=C(C=C1)OCC1=CC=C(C=C1)C1=NOC(=N1)C)(=O)(=O)F 4-((4-(5-methyl-1,2,4-oxadiazol-3-yl)benzyl)oxy)phenyl sulfurofluoridate